tert-butyl (1-(4-(benzyloxy)-3-bromo-6-(4-cyano-3-fluorophenyl)-5-(3-hydroxy-4-methoxyphenyl)pyridin-2-yl)piperidin-4-yl)carbamate C(C1=CC=CC=C1)OC1=C(C(=NC(=C1C1=CC(=C(C=C1)OC)O)C1=CC(=C(C=C1)C#N)F)N1CCC(CC1)NC(OC(C)(C)C)=O)Br